1,1-di(hydroxymethyl)cyclopentane OCC1(CCCC1)CO